CN1C(C2=CC(=CC=C2C12CCC1(OCCO1)CC2)C(F)(F)F)=O 2-Methyl-5-(trifluoromethyl)dispiro[isoindoline-1,1'-cyclohexane-4',2''-[1,3]dioxolan]-3-one